C1(=CC=CC=C1)C=1C=CC(=NC1)CN (5-phenylpyridin-2-yl)methanamine